F[C@H]1C[C@](N(C1)C(=O)OC(C)(C)C)(C(=O)OC)CCCI 1-(tert-butyl) 2-methyl (2S,4S)-4-fluoro-2-(3-iodopropyl)pyrrolidine-1,2-dicarboxylate